N[C@@H]1[C@@H](OCC12CCN(CC2)C2=CN=C1C(N(C(NC1=N2)=O)C2=C(C(=CC=C2)C2=NC=NC=C2)Cl)=O)C 7-((3S,4S)-4-amino-3-methyl-2-oxa-8-azaspiro[4.5]decan-8-yl)-3-(2-chloro-3-(pyrimidin-4-yl)phenyl)pteridine-2,4(1H,3H)-dione